C(CCC)C1=NC=2C(=C(N=NC2N)N(C)C)N1C 2-butyl-N7,N7,1-trimethyl-1H-imidazo[4,5-d]pyridazine-4,7-diamine